CC1=NOC(=C1S(=O)(=O)N1CCC2(CC(CO2)NC[C@@H](COC=2C=C(C=CC2)S(=O)(=O)NC)O)CC1)C 3-((2S)-3-(8-(3,5-dimethylisoxazol-4-ylsulfonyl)-1-oxa-8-azaspiro[4.5]decan-3-ylamino)-2-hydroxypropoxy)-N-methylbenzenesulfonamide